NC=1SC=CC1C(=O)O.NC=1SC=CC1C(=O)NCC1=CN=C(S1)C 2-Amino-N-((2-methylthiazole-5-yl)methyl)thiophene-3-carboxamide 2-aminothiophene-3-carboxylate